[N+](=O)([O-])C=1C=C(OCC(C(=O)OC(C)(C)C)=C)C=C(C1)C(F)(F)F tert-butyl 2-[[3-nitro-5-(trifluoromethyl) phenoxy] methyl]prop-2-enoate